BrCC1CS(CC1)(=O)=O 3-(bromomethyl)-1λ6-thiolane-1,1-dione